CC1=CC(=NC=C1)C1=NC=CC(=C1)C 4,4'-dimethyl-2,2-bipyridine